OC1=C(C(=O)O)C=CC=N1 Hydroxynicotinic acid